4-amino-2-phenylisoindoline-1,3-dione NC1=C2C(N(C(C2=CC=C1)=O)C1=CC=CC=C1)=O